3-(piperazine-1-yl)propylhexanoic acid N1(CCNCC1)CCCC(C(=O)O)CCCC